5-(1,4-dioxaspiro[4.5]decan-8-yl)-1-isopropyl-3-(trifluoromethyl)pyrazole tert-butyl-piperazin-1-carboxylate C(C)(C)(C)OC(=O)N1CCNCC1.O1CCOC12CCC(CC2)C2=CC(=NN2C(C)C)C(F)(F)F